OC1=C(C=CC(=C1)OCC(CCCCCC)CC)N1N=C2C(=N1)C=CC=C2 2-[2'-hydroxy-4'-(2''-ethyloctyl)oxyphenyl]benzotriazol